O=C1N(C(C2=CC=CC=C12)=O)CCCCCC=O 6-(1,3-dioxoisoindolin-2-yl)hexanal